[C@H]12CN(C[C@H](CC1)N2)C2=NC(=NC1=C(C(=CC=C21)C=2C(=CC(=C(N)C2)C2CC2)C(F)(F)F)F)OC[C@]21CCCN1C[C@@H](C2)F 5-(4-((1R,5S)-3,8-diazabicyclo[3.2.1]oct-3-yl)-8-fluoro-2-(((2R,7aS)-2-fluorotetrahydro-1H-pyrrolizin-7a(5H)-yl)methoxy)quinazolin-7-yl)-2-cyclopropyl-4-(trifluoromethyl)aniline